1-(4-(4-((2-fluoro-4-((2-(1-methyl-1H-pyrazol-3-yl)pyridin-4-yl)oxy)phenyl)amino)-7H-pyrrolo[2,3-d]pyrimidin-5-yl)piperidin-1-yl)prop-2-en-1-one FC1=C(C=CC(=C1)OC1=CC(=NC=C1)C1=NN(C=C1)C)NC=1C2=C(N=CN1)NC=C2C2CCN(CC2)C(C=C)=O